O(S(=O)(=O)C(F)(F)F)C1=CC(=C2C(=N1)CCC2)C(F)(F)F 4-(Trifluoromethyl)-6,7-dihydro-5H-cyclopenta[b]pyridin-2-yl triflate